methyl-acryl-oxyethyl-trimethyl-ammonium chloride [Cl-].CC[N+](C)(C)CCOC(=O)C=C